COCC=1N=C2N(N=C(C(=C2C)C)N2CC=3C=C(C=NC3[C@@H](C2)C)C(F)(F)F)C(C1)=O (R)-2-(methoxymethyl)-8,9-dimethyl-7-(8-methyl-3-(trifluoromethyl)-7,8-dihydro-1,6-naphthyridin-6(5H)-yl)-4H-pyrimido[1,2-b]pyridazin-4-one